C(C1=CC=CC=C1)OC(=O)N1CCC(CC1)OC1CN(C1)C=1C=C2C(=CN1)NC=C2 4-[1-(1H-pyrrolo[2,3-C]pyridin-5-yl)azetidin-3-yl]oxypiperidine-1-carboxylic acid benzyl ester